2-methyl-1-octylindole CC=1N(C2=CC=CC=C2C1)CCCCCCCC